4-[3-Bromo-5-(2,6-dichloro-3-fluoro-benzyl)-2-hydroxy-phenyl]-4-oxo-butyric acid ethyl ester C(C)OC(CCC(=O)C1=C(C(=CC(=C1)CC1=C(C(=CC=C1Cl)F)Cl)Br)O)=O